FC=1C=C(C=C(C1F)F)[C@H]1N([C@H](CC1)C)C(CN1C(O[C@]2(C1=O)CCC1=CC(=CC=C12)NC(=O)NC)=O)=O |&1:11| 1-((R)-3'-(2-((2S,SR)-2-(3,4,5-trifluorophenyl)-5-methylpyrrolidin-1-yl)-2-oxoethyl)-2',4'-dioxo-2,3-dihydrospiro[indene-1,5'-oxazolidine]-5-yl)-3-methylurea